O[C@@]1([C@H](CCC1)N1C(C=CC2=C1N=CN=C2)=O)C 8-((1S,2S)-2-hydroxy-2-methylcyclopentyl)pyrido[2,3-d]pyrimidin-7(8H)-one